tert-butyl (S)-2-carbamoyl-6-hydroxyindoline-1-carboxylate C(N)(=O)[C@H]1N(C2=CC(=CC=C2C1)O)C(=O)OC(C)(C)C